4-((1R,5S)-3,8-Diazabicyclo[3.2.1]octan-3-yl)-7-(8-ethyl-7-fluoro-3-hydroxynaphthalen-1-yl)-2-(((S)-1-methylpyrrolidin-2-yl)methoxy)-6-(trifluoromethyl)pyrido[3,4-d]pyrimidin-8(7H)-one [C@H]12CN(C[C@H](CC1)N2)C=2C1=C(N=C(N2)OC[C@H]2N(CCC2)C)C(N(C(=C1)C(F)(F)F)C1=CC(=CC2=CC=C(C(=C12)CC)F)O)=O